C1(=CC=C(C=C1)S)S 1,4-benzenedithiol